4-(azetidin-3-yl)-6-(1-methyl-1H-pyrazol-4-yl)pyrazolo[1,5-a]pyridine-3-carbonitrile N1CC(C1)C=1C=2N(C=C(C1)C=1C=NN(C1)C)N=CC2C#N